(S)-5-(2,4-difluorophenyl)-N-(1-ethylpiperidin-3-yl)-4-methyl-pyrimidin-2-amine, fumarate salt C(\C=C\C(=O)O)(=O)O.FC1=C(C=CC(=C1)F)C=1C(=NC(=NC1)N[C@@H]1CN(CCC1)CC)C